C1(CCC1)C1=CC(=CC2=C1N=C(S2)N2[C@@H]1C[C@H]([C@H](C2)C1)OCC1=C(N=NN1C1CC1)C1=C(C=CC=C1Cl)Cl)C(=O)OC methyl 4-cyclobutyl-2-[(1S,4S,5R)-5-[[1-cyclopropyl-4-(2,6-dichlorophenyl)-1H-1,2,3-triazol-5-yl]methoxy]-2-azabicyclo[2.2.1]heptan-2-yl]-1,3-benzothiazole-6-carboxylate